CN([C@H](CNC(C[C@H](CCCC)C1=CC=CC=C1)=O)CC1=CC2=C(NC(O2)=O)C=C1)C (S)-N-((S)-2-(dimethylamino)-3-(2-oxo-2,3-dihydrobenzo[d]oxazol-6-yl)propyl)-3-phenylheptanamide